8-[(1R,2R)-2-hydroxy-2-methylcyclopentyl]-2-{[1-(methylsulfonyl)-piperidin-4-yl]amino}pyrido[2,3-d]pyrimidin-7(8H)-one O[C@]1([C@@H](CCC1)N1C(C=CC2=C1N=C(N=C2)NC2CCN(CC2)S(=O)(=O)C)=O)C